BrC(C)C1=C2C=C(N(C(C2=CC=C1)=O)C)C1=CC=CC=C1 5-(1-bromoethyl)-2-methyl-3-phenylisoquinolin-1(2H)-one